BrC1=NC=C(C=C1)C1=NC(=C(C(=N1)OC1=CC=CC=C1)C(F)(F)F)OC 2-(2-bromo-5-pyridyl)-6-methoxy-4-phenoxy-5-trifluoromethylpyrimidine